(R)-N-(1-((3-cyclopropyl-pyridin-2-yl)oxy)-2-methyl-propan-2-yl)-2-(1-methylpyrrolidin-2-yl)acetamide C1(CC1)C=1C(=NC=CC1)OCC(C)(C)NC(C[C@@H]1N(CCC1)C)=O